(1-p-fluorophenyl-methyl) tert-butyl-peroxy ether C(C)(C)(C)OOOCC1=CC=C(C=C1)F